(1-isopropyl-1H-imidazol-4-yl){(1R,5S,6r)-6-[(4-methyl-2-thienyl)carbonyl]-3-azabicyclo[3.1.0]hex-3-yl}methanone C(C)(C)N1C=NC(=C1)C(=O)N1C[C@H]2C([C@H]2C1)C(=O)C=1SC=C(C1)C